4-butyl-2,7-bis(2-fluorophenyl)-triazolopyrimidine-5(4H)-one C(CCC)N1C(N=C(C=2C1=NN(N2)C2=C(C=CC=C2)F)C2=C(C=CC=C2)F)=O